tert-butyl 4-(4-(2-cyano-6-fluoro-4-(2-(6-(trifluoromethyl)pyridin-2-yl)acetamido)phenyl)-1H-pyrazol-1-yl)isoxazolidine-2-carboxylate C(#N)C1=C(C(=CC(=C1)NC(CC1=NC(=CC=C1)C(F)(F)F)=O)F)C=1C=NN(C1)C1CN(OC1)C(=O)OC(C)(C)C